(1s,4s)-4-((6'-chloro-5-((4-methylpiperazin-1-yl)sulfonyl)-[2,3'-bipyridin]-4'-yl)amino)-1-methylcyclohexan-1-ol ClC1=CC(=C(C=N1)C1=NC=C(C=C1)S(=O)(=O)N1CCN(CC1)C)NC1CCC(CC1)(O)C